CN1C2=CC=CC=C2N(C=2C=CC=CC12)C1=C(C(=C(C(=C1N1C=2C=CC=CC2N(C2=CC=CC=C12)C)N1C=2C=CC=CC2N(C2=CC=CC=C12)C)N1C=2C=CC=CC2N(C2=CC=CC=C12)C)N1C=2C=CC=CC2N(C2=CC=CC=C12)C)C=1OC2=C(N1)C=CC=C2 2-(2,3,4,5,6-pentakis(10-methylphenazin-5(10H)-yl)phenyl)benzo[d]oxazole